F[P-](F)(F)(F)(F)F.C[N+](=C(ON1N=NC2=C1C=CC=C2)N(C)C)C N,N,N',N'-tetramethyl-O-(1H-benzotriazole-1-yl)uronium hexafluorophosphate